5-((1s,4r,5r)-5-((5-cyclopropyl-3-(2,6-dichlorophenyl)isoxazol-4-yl)methoxy)-3-oxo-2-azabicyclo[2.2.1]heptan-2-yl)-N-(cyclopropylsulfonyl)-3-fluoropyridineamide C1(CC1)C1=C(C(=NO1)C1=C(C=CC=C1Cl)Cl)CO[C@H]1[C@@H]2C(N([C@H](C1)C2)C=2C=C(C(=NC2)C(=O)NS(=O)(=O)C2CC2)F)=O